(R)-2-methyl-N-(1-(tetrahydrofuran-3-yl)-1H-pyrazolo[3,4-d]pyrimidin-6-yl)-1,2,3,4-tetrahydroisoquinolin-7-amine CN1CC2=CC(=CC=C2CC1)NC1=NC=C2C(=N1)N(N=C2)[C@H]2COCC2